[Cl-].C(=C)[N+]1=CN(C=C1)CC=C 3-vinyl-1-(2-propen-1-yl)-1H-imidazolium chloride